2-Chloro-N-{2-[4-(difluoromethyl)-1,3-thiazol-5-yl]-2-[4-({[6-(trifluoromethyl)pyrimidin-4-yl]oxy}methyl)piperidin-1-yl]ethyl}-6-fluorobenzamid ClC1=C(C(=O)NCC(N2CCC(CC2)COC2=NC=NC(=C2)C(F)(F)F)C2=C(N=CS2)C(F)F)C(=CC=C1)F